C1(=CC=C(C=C1)C1CC=NN1C(=O)C12CC(C1)(C2)COC2=NC=C(C#N)C=C2)C 6-((3-(5-(p-tolyl)-4,5-dihydro-1H-pyrazole-1-carbonyl)-bicyclo[1.1.1]pentan-1-yl)-methoxy)nicotinonitrile